OC1=C(OC2=CC(=CC=C2C1=O)O)C1=CC=CC=C1 3,7-DIHYDROXYFLAVONE